5-(8-(tert-butyl)-1,4-dioxaspiro[4.5]decan-2-yl)-3,4-dihydroxyfuran-2(5H)-one C(C)(C)(C)C1CCC2(OCC(O2)C2C(=C(C(O2)=O)O)O)CC1